NC1=NN2C(C=C(C=C2)C=2C(=C(C(=O)NCC(C(C3=NC(=CC=C3)C(F)(F)F)O)(F)F)C(=CC2)Cl)F)=N1 3-(2-amino-[1,2,4]triazolo[1,5-a]pyridin-7-yl)-6-chloro-N-(2,2-difluoro-3-hydroxy-3-(6-(trifluoromethyl)pyridin-2-yl)propyl)-2-fluorobenzamide